4-[1-(2-Fluoro-1-benzofuran-7-yl)vinyl]-1-(trityl)imidazole FC=1OC2=C(C1)C=CC=C2C(=C)C=2N=CN(C2)C(C2=CC=CC=C2)(C2=CC=CC=C2)C2=CC=CC=C2